tert-butyl 3-(4-amino-3-(4-phenoxyphenyl)-1H-pyrazolo[3,4-d]pyrimidin-1-yl)piperidine-1-carboxylate NC1=C2C(=NC=N1)N(N=C2C2=CC=C(C=C2)OC2=CC=CC=C2)C2CN(CCC2)C(=O)OC(C)(C)C